4-Chloro-2-nitro-5-(trifluoromethyl)aniline ClC1=CC(=C(N)C=C1C(F)(F)F)[N+](=O)[O-]